Benzotriazole-1-yl-oxy-tris-(dimethylamino)-phosphonium hexafluorophosphate F[P-](F)(F)(F)(F)F.N1(N=NC2=C1C=CC=C2)O[P+](N(C)C)(N(C)C)N(C)C